(1S,3R)-3-methoxycyclopentan-1-amine CO[C@H]1C[C@H](CC1)N